(2S)-3-(tert-butoxy)-N-{5-[(2,6-dichlorophenyl)methoxy]pyridin-2-yl}-2-formylaminopropionamide C(C)(C)(C)OC[C@@H](C(=O)NC1=NC=C(C=C1)OCC1=C(C=CC=C1Cl)Cl)NC=O